1,6-hexanediol dibenzoate C(C1=CC=CC=C1)(=O)OCCCCCCOC(C1=CC=CC=C1)=O